(5-((3-(cyclopropylmethyl)-2,4,5-trioxoimidazolidin-1-yl)methyl)-1,2,4-oxadiazol-3-yl)-N-(2-methoxyphenyl)-N-((tetrahydro-2H-pyran-2-yl)methyl)acetamide C1(CC1)CN1C(N(C(C1=O)=O)CC1=NC(=NO1)CC(=O)N(CC1OCCCC1)C1=C(C=CC=C1)OC)=O